Tert-butyl (S)-5-amino-4-(5-(6-amino-4-(4-Benzylpiperazin-1-yl) pyridin-2-yl)-1-oxoisoindolin-2-yl)-5-oxopentanoate NC([C@H](CCC(=O)OC(C)(C)C)N1C(C2=CC=C(C=C2C1)C1=NC(=CC(=C1)N1CCN(CC1)CC1=CC=CC=C1)N)=O)=O